7-(3-fluoro-4-(trifluoromethyl)phenyl)-N-(isoquinolin-6-yl)-5-methyl-2-(2-(pyrrolidin-1-yl)acetylamino)-4,7-dihydropyrazolo[1,5-a]pyrimidine-6-carboxamide FC=1C=C(C=CC1C(F)(F)F)C1C(=C(NC=2N1N=C(C2)NC(CN2CCCC2)=O)C)C(=O)NC=2C=C1C=CN=CC1=CC2